O.[Na+].C1(CCCCC1)P(C1=C(C=CC=C1)C1=C(C(=CC=C1OC)S(=O)(=O)[O-])OC)C1CCCCC1 2'-dicyclohexylphosphino-2,6-dimethoxy-1,1'-biphenyl-3-sulfonic acid sodium salt hydrate